CN(C)CC1OCCN(C1)C=1C=CC(=NC1)NC=1C=CC(=C2CNC(C12)=O)C1=CN=C2N1C=CC(=C2)F 7-((5-(2-((dimethylamino)-methyl)morpholino)pyridin-2-yl)amino)-4-(7-fluoroimidazo[1,2-a]pyridin-3-yl)isoindolin-1-one